CN1N=CC2=C(C=CC=C12)N1C(NC(CC1)=O)=O 1-(1-methyl-1H-indazol-4-yl)dihydropyrimidine-2,4(1H,3H)-dione